1-[3-(hydroxyethyl)-6-[5-[[6-(oxetan-3-yl)pyridazin-3-yl]amino]benzimidazol-1-yl]-2-pyridyl]-5-methyl-pyrazole-3-carbonitrile OCCC=1C(=NC(=CC1)N1C=NC2=C1C=CC(=C2)NC=2N=NC(=CC2)C2COC2)N2N=C(C=C2C)C#N